(S)-2-(1-isopropyl-3-methyl-7-oxo-1,7-dihydro-6H-pyrazolo[3,4-d]pyridazin-6-yl)-N-(1-(p-tolyl)ethyl)acetamide C(C)(C)N1N=C(C2=C1C(N(N=C2)CC(=O)N[C@@H](C)C2=CC=C(C=C2)C)=O)C